BrC1=CC=CC=2N(C(N(C21)C)=O)C2C(N(C(CC2)=O)CC2=CC=C(C=C2)OC)=O 3-(4-bromo-3-methyl-2-oxo-2,3-dihydro-1H-benzo[d]imidazole-1-yl)-1-(4-methoxybenzyl)piperidine-2,6-dione